(1R,3S)-3-(3-((6-(dimethylcarbamoyl)-2-methylpyridin-3-yl)amino)-1H-pyrazol-5-yl)cyclopentyl (1-methylcyclopropyl)carbamate CC1(CC1)NC(O[C@H]1C[C@H](CC1)C1=CC(=NN1)NC=1C(=NC(=CC1)C(N(C)C)=O)C)=O